ClC1=CC2=C(N=C(N=C2NC2CCOCC2)C2=C(C(=CC(=C2Cl)OC)OC)Cl)C=N1 6-chloro-2-(2,6-dichloro-3,5-dimethoxyphenyl)-N-(tetrahydro-2H-pyran-4-yl)pyrido[3,4-d]pyrimidine-4-amine